ethyl-2-phenyl-5-(thien-2-ylmethyl)-2,3,5,6-tetrahydro-1H-pyrazolo[4,3-c]pyridine-3,6-dione C(C)N1N(C(C2=CN(C(C=C21)=O)CC=2SC=CC2)=O)C2=CC=CC=C2